ClC1=CC=C(C=C1)C1=N[C@H](C=2N(C3=C1C=C(C=C3)OC)C(=NN2)C)CC(=O)NCC2=CC(=C(C=C2)O)O 2-((4S)-6-(4-chlorophenyl)-8-methoxy-1-methyl-4H-benzo[f][1,2,4]triazolo[4,3-a][1,4]diazepin-4-yl)-N-(3,4-dihydroxybenzyl)acetamide